3-(4-benzyl-3,4-dihydro-2H-benzo[b][1,4]thiazin-6-yl)-3-((tert-butylsulfinyl)amino)propionic acid ethyl ester C(C)OC(CC(NS(=O)C(C)(C)C)C1=CC2=C(SCCN2CC2=CC=CC=C2)C=C1)=O